(R)-6-chloro-3-((1-(3,6-dimethyl-2-(2-methyl-2H-indazol-5-yl)-4-oxo-3,4-dihydroquinazolin-8-yl)ethyl)amino)-N-(methylsulfonyl)picolinamide ClC1=CC=C(C(=N1)C(=O)NS(=O)(=O)C)N[C@H](C)C=1C=C(C=C2C(N(C(=NC12)C1=CC2=CN(N=C2C=C1)C)C)=O)C